5-{4-[2-(2,6-dioxopiperidin-3-yl)-1,3-dioxoisoindol-4-yl]piperazin-1-yl}pyrazine-2-carboxylic acid O=C1NC(CCC1N1C(C2=CC=CC(=C2C1=O)N1CCN(CC1)C=1N=CC(=NC1)C(=O)O)=O)=O